O=C1N2C(=NC=3C4=C(C=CC13)C=CC=C4)C(=CC=C2)C(=O)OC methyl 7-oxo-7H-benzo[h]pyrido[2,1-b]quinazoline-12-carboxylate